N1(N=CC=C1)C1=CC=C(C=C1)C=1OC(=C(N1)CC1=CC=C(C=C1)OC1=CC=CC=C1)C 2-(4-(1H-pyrazol-1-yl)phenyl)-5-methyl-4-(4-phenoxybenzyl)oxazole